NC1=NN(C=C1C=1C2=C(N=CN1)NC=C2)C2(CN(C2)C2CCN(CC2)C(C2=C(C(=NC=C2)C(F)(F)F)F)=O)CC#N 2-(3-(3-amino-4-(7H-pyrrolo[2,3-d]pyrimidine-4-yl)-1H-pyrazole-1-yl)-1-(1-(3-fluoro-2-(trifluoromethyl)isonicotinoyl)piperidine-4-yl)azetidine-3-yl)acetonitrile